NC=1N=C(C(=C2C=CC(=NC12)C1=CC=CC=C1)OCC1=CC=CC=C1)C(=O)OC Methyl 8-amino-5-(benzyloxy)-2-phenyl-1,7-naphthyridine-6-carboxylate